N-(2-(1H-pyrrolo[2,3-b]pyridin-3-yl)ethyl)-5-chlorothiazolo[5,4-d]pyrimidin-7-amine N1C=C(C=2C1=NC=CC2)CCNC=2C1=C(N=C(N2)Cl)SC=N1